[N+](=O)([O-])C=1C(=NC=CC1)SS[C@@H](CO)C (2R)-2-[(3-nitro-2-pyridinyl)disulfanyl]Propan-1-ol